BrC1=NC(=NC=C1)N1CCOCC1 4-(4-bromopyrimidin-2-yl)morpholine